Phosphorothioic acid, S-{(6-chloro-2-oxooxazolo(4,5-b)pyridin-3(2H)-yl)methyl} O,O-dimethyl ester P(SCN1C(OC=2C1=NC=C(C2)Cl)=O)(OC)(OC)=O